NC=1C=CC(=NC1)N1C=CC=2C(=CC=CC12)NC1=CC=C(C=C1)OC 1-(5-aminopyridin-2-yl)-N-(4-methoxyphenyl)-1H-indol-4-amine